2-[3-(hydroxymethyl)-4-[1-methyl-5-[[5-(1-methyl-4-piperidyl)-2-pyridyl]amino]-6-oxo-3-pyridyl]-2-pyridyl]-3,4,6,7,8,9-hexahydropyrazino[1,2-a]indol-1-one OCC=1C(=NC=CC1C1=CN(C(C(=C1)NC1=NC=C(C=C1)C1CCN(CC1)C)=O)C)N1C(C=2N(C=3CCCCC3C2)CC1)=O